C(C1=CC=CC=C1)OC(=O)C1=CC2=C(N=CN=C2N[C@H](C)C2=C(C(=CC=C2)C(F)F)F)OC1=O (R)-4-((1-(3-(difluoromethyl)-2-fluorophenyl)ethyl)amino)-7-oxo-7H-pyrano[2,3-d]pyrimidine-6-carboxylic acid benzyl ester